NC1=C(C(=C(C=2C(C3=CC=CC=C3C(C12)=O)=O)N)Cl)Cl 1,4-diamino-2,3-dichloroanthraquinone